3,3-dibromo-1-(2,2-difluoropropyl)-5-nitroindolin-2-one BrC1(C(N(C2=CC=C(C=C12)[N+](=O)[O-])CC(C)(F)F)=O)Br